NC1=C(C=CC=2C1=CC(=C1C(NC(C21)=O)C2=C(C=CC(=C2)F)Cl)NC(C2=CC(=CC(=C2)C(F)(F)F)F)=O)C2=C1CN(C(C1=CC=C2)=O)C N-(6-amino-3-(2-chloro-5-fluorophenyl)-7-(2-methyl-1-oxoisoindolin-4-yl)-1-oxo-2,3-dihydro-1H-benzisoindol-4-yl)-3-fluoro-5-trifluoromethylbenzamide